COC(=O)C1=NC=C(C(=N1)OC)NC(=O)OC(C)(C)C 5-((tert-butyloxycarbonyl)amino)-4-methoxypyrimidine-2-carboxylic acid methyl ester